2-[[2-(2-fluorophenyl)-2-hydroxy-acetyl]amino]-4-[2-methoxyethyl-[4-(5,6,7,8-tetrahydro-1,8-naphthyridin-2-yl)butyl]amino]butanoic acid FC1=C(C=CC=C1)C(C(=O)NC(C(=O)O)CCN(CCCCC1=NC=2NCCCC2C=C1)CCOC)O